O[C@@]1(C2=CC=CC=C2C=2C(=CC(=CC12)OCCC(C)(C)O)C=1C=NN(C1)C(C(=O)OC(C)(C)C)(C)C)C(F)(F)F tert-butyl 2-{4-[(9R)-9-hydroxy-2-(3-hydroxy-3-methylbutoxy)-9-(trifluoromethyl)-9H-fluoren-4-yl]-1H-pyrazol-1-yl}-2-methylpropionate